(1R,3aR,6aS)-N-((S)-1-cyano-2-((R)-2-oxopiperidin-3-yl)ethyl)-2-(4-(difluoromethyl)-7-chloro-1H-indole-2-carbonyl)-5,5-difluorooctahydrocyclopenta[c]pyrrole-1-carboxamide C(#N)[C@H](C[C@@H]1C(NCCC1)=O)NC(=O)[C@@H]1N(C[C@H]2[C@@H]1CC(C2)(F)F)C(=O)C=2NC1=C(C=CC(=C1C2)C(F)F)Cl